racemic-(4aR,8aS)-6-[3-[[2-fluoro-4-(trifluoromethyl)phenyl]methoxy]azetidine-1-carbonyl]-3-oxo-4,4a,5,7,8,8a-hexahydro-2H-pyrido[3,4-b]pyrazine-1-carboxylic acid tert-butyl ester C(C)(C)(C)OC(=O)N1[C@@H]2[C@H](NC(C1)=O)CN(CC2)C(=O)N2CC(C2)OCC2=C(C=C(C=C2)C(F)(F)F)F |r|